CN1C(C2(CC(C1=O)C2)N2C(C1=CC=C(C=C1C2=O)[N+](=O)[O-])=O)=O methyl-1-(5-nitro-1,3-dioxoisoindolin-2-yl)-3-azabicyclo[3.1.1]heptane-2,4-dione